lead-gold-silver [Ag].[Au].[Pb]